1,3-dibromo-2-(methylsulfonyl)propane BrCC(CBr)S(=O)(=O)C